C(C)N(CC)CC1=C(N=C2N1C=CC(=C2)OC)C2=CC=CC=C2 N-ethyl-N-((7-methoxy-2-phenylimidazo[1,2-a]pyridin-3-yl)methyl)ethanamine